CC1(C2=CC=CC=C2C=2C=CC(=CC12)N(C1=CC=C(C=C1)N)C1=CC=2C(C3=CC=CC=C3C2C=C1)(C)C)C N,N-bis(9,9-dimethylfluoren-2-yl)-1,4-phenylenediamine